B1(C2=C(CO1)C=C(C=C2)OC3=CC=C(C=C3)C#N)O The molecule is a member of the class of benzoxaboroles that is 5-hydroxy-1,3-dihydro-2,1-benzoxaborole in which the phenolic hydrogen has been replaced by a 4-cyanophenyl group. A phosphodiesterase 4 inhibitor that is used for treatment of mild to moderate atopic dermatitis in children and adults. It has a role as a phosphodiesterase IV inhibitor, an antipsoriatic and a non-steroidal anti-inflammatory drug. It is a benzoxaborole, an aromatic ether and a nitrile.